BrC=1C=NC=C(C1)N1CC(CC1)(F)F 3-bromo-5-(3,3-difluoropyrrolidin-1-yl)pyridine